COC=1C(=CC2=C(CCCC(N2)=O)C1)OC 7,8-dimethoxy-1,3,4,5-tetrahydro-benzoazepine-2-one